ClC=1C=C2C(=CC1)NC(C21CCN(CC1)[C@H](CO)C)=O 5-chloro-1'-[(2S)-1-hydroxypropan-2-yl]-1,2-dihydrospiro[indole-3,4'-piperidin]-2-one